FC(OC1=CC=C(C=C1)S(=O)(=O)N1CCOC2(C1)CCN(CC2)CC(C)(C)OC)F 4-((4-(Difluoromethoxy)phenyl)sulfonyl)-9-(2-methoxy-2-methylpropyl)-1-oxa-4,9-diazaspiro[5.5]undecane